ethyl 2-[4-[4,6-bis(4-phenylphenyl)-1,3,5-triazin-2-yl]-3-hydroxy-phenoxy]butanoate C1(=CC=CC=C1)C1=CC=C(C=C1)C1=NC(=NC(=N1)C1=CC=C(C=C1)C1=CC=CC=C1)C1=C(C=C(OC(C(=O)OCC)CC)C=C1)O